O=C1NC(CCC1N1C(C2=CC=CC(=C2C1=O)NC=1C=C2C=NN(C2=CC1OC1=CC=CC=C1)C)=O)=O (2,6-Dioxopiperidin-3-yl)-4-((1-methyl-6-phenoxy-1H-indazol-5-yl)amino)isoindoline-1,3-dione